N,N-bis-hydroxyethylamide OCC[N-]CCO